5-[1-(2,2-difluorobutyl)-1H-pyrazol-4-yl]-6-imidazo[1,2-a]pyridin-7-ylpyridine-2-carbonitrile FC(CN1N=CC(=C1)C=1C=CC(=NC1C1=CC=2N(C=C1)C=CN2)C#N)(CC)F